F[C@H]1[C@@H]2CCC[C@H](CC1OC1=CC=CN=N1)N2 6-(((1S,2S,4R,5R)-2-fluoro-9-azabicyclo[3.3.1]nonan-3-yl)oxy)pyridazin